tri-O-nonanoyl-glycerol C(CCCCCCCC)(=O)OCC(OC(CCCCCCCC)=O)COC(CCCCCCCC)=O